5-(4-amino-7H-pyrrolo[2,3-d]pyrimidin-7-yl)-3-(2-(6-chloro-5-fluoro-1,2,3,4-tetrahydroisoquinolin-8-yl)ethyl)cyclopent-3-ene-1,2-diol NC=1C2=C(N=CN1)N(C=C2)C2C=C(C(C2O)O)CCC=2C=C(C(=C1CCNCC21)F)Cl